rac-(3aS,7aR)-5-[6-[2-hydroxy-6-methyl-4-(trifluoromethyl)phenyl]pyridazin-3-yl]-2,3,3a,6,7,7a-hexahydro-1H-pyrrolo[3,4-c]pyridin-4-one OC1=C(C(=CC(=C1)C(F)(F)F)C)C1=CC=C(N=N1)N1C([C@H]2[C@@H](CC1)CNC2)=O |r|